C(C)(C)(C)C1=CC(=CN=N1)C=1C(=CC2=C(N(C([C@H](CS2(=O)=O)NC(OC(C)(C)C)=O)=O)CC2=CC=C(C=C2)C2=NC=C(C=C2)C(F)(F)F)C1)F tert-butyl N-[(3R)-7-(6-tert-butylpyridazin-4-yl)-8-fluoro-1,1,4-trioxo-5-[[4-[5-(trifluoromethyl)-2-pyridyl]phenyl]methyl]-2,3-dihydro-1λ6,5-benzothiazepin-3-yl]carbamate